NC=1C(=NON1)N1N=NC(=C1)C(=O)NNCC1=C(C=C(C=C1)C(F)(F)F)Cl 1-(4-amino-1,2,5-oxadiazol-3-yl)-N'-(2-chloro-4-(trifluoromethyl)benzyl)-1H-1,2,3-triazole-4-carbohydrazide